C1(=CC=CC=C1)COCCOCCOCCOCCOCCC1=NC=CC(=C1)N1CCCCC1 (1-phenyl-2,5,8,11,14-pentaoxahexadecan-16-yl)-4-(piperidin-1-yl)pyridine